BrCC=1C=CC(=NC1)S(=O)(=O)N(CC1=CC=C(C=C1)OC)CC1=CC=C(C=C1)OC 5-(bromomethyl)-N,N-bis(4-methoxybenzyl)pyridine-2-sulfonamide